3-oxobutyric acid allyl ester C(C=C)OC(CC(C)=O)=O